(1R,2S)-2-ALLYL-2-METHYLCYCLOPENTYL METHANESULFONATE CS(=O)(=O)O[C@H]1[C@](CCC1)(C)CC=C